N-[(5,6-dichloro-1H-benzimidazol-2-yl)methyl]-8-(1-methyl-1H-pyrazol-4-yl)-2-(morpholin-4-yl)pyrazolo[1,5-a][1,3,5]triazin-4-amine ClC1=CC2=C(NC(=N2)CNC2=NC(=NC=3N2N=CC3C=3C=NN(C3)C)N3CCOCC3)C=C1Cl